(2E)-butene C=CCC